C(C1=CC(C(=O)[O-])=CC(C(=O)[O-])=C1)(=O)OCCCCCCCCCCCCC tridecyl trimesate